2-(diethylcarbamoylamino)-4-[(2-fluoro-3-methoxy-propyl)-[4-(5,6,7,8-tetrahydro-1,8-naphthyridin-2-yl)butyl]amino]butanoic acid C(C)N(C(=O)NC(C(=O)O)CCN(CCCCC1=NC=2NCCCC2C=C1)CC(COC)F)CC